4-Cyanotriphenylamine C1=CC=C(C=C1)N(C2=CC=CC=C2)C3=CC=C(C=C3)C#N